4,4-bis(methoxycarbonyl)-3-methylcyclopentane COC(=O)C1(C(CCC1)C)C(=O)OC